ethyl (R)-2-hydroxybutyrate O[C@@H](C(=O)OCC)CC